CC=1C=C(C=C(C1OC=1C=C2CCNC(C2=CC1)=O)C)N1N=C(C(NC1=O)=O)C#N 2-(3,5-dimethyl-4-((1-oxo-1,2,3,4-tetrahydroisoquinolin-6-yl)oxy)benzeneYl)-3,5-dioxo-2,3,4,5-tetrahydro-1,2,4-triazine-6-carbonitrile